CC1=C(C(CC1)=O)CCCCC 3-methyl-2-pentylcyclopent-2-enone